(S)-(5-Oxopyrrolidin-2-yl)methyl ((3'-chloro-2'-(2-chloro-3-(5-(((2-hydroxyethyl)amino)methyl)picolinamido)phenyl)-6-methoxy-[2,4'-bipyridin]-5-yl)methyl)carbamate ClC=1C(=NC=CC1C1=NC(=C(C=C1)CNC(OC[C@H]1NC(CC1)=O)=O)OC)C1=C(C(=CC=C1)NC(C1=NC=C(C=C1)CNCCO)=O)Cl